C(#N)/C(/C(=O)NCCCCC1CCN(CC1)C(C1=CC=C(C=C1)N1CCN(CC1)CCCCCC#CC1=C2CN(C(C2=CC=C1)=O)C1C(NC(CC1)=O)=O)=O)=C\C1=CN=NC=C1 (E)-2-cyano-N-(4-(1-(4-(4-(7-(2-(2,6-dioxopiperidin-3-yl)-1-oxoisoIndoline-4-yl)hept-6-yn-1-yl)piperazin-1-yl)benzoyl)piperidin-4-yl)butyl)-3-(pyridazin-4-yl)Acrylamide